C(C1=CC=CC=C1)OCC(=O)NC=1SC(=C(N1)CBr)CC1=CC(=CC=C1)Cl 2-(benzyloxy)-N-(4-(bromomethyl)-5-(3-chlorobenzyl)thiazol-2-yl)acetamide